COC(=O)C=1C=2N=CC=NC2C(=CC1F)N1C[C@H](N([C@H](C1)C)C(=O)OC(C)(C)C)C 8-[(3r,5s)-4-(tert-butoxycarbonyl)-3,5-dimethylpiperazin-1-yl]-6-fluoroquinoxaline-5-carboxylic acid methyl ester